(S)-2-(6-(3-methyl-1H-pyrrolo[2,3-b]pyridin-5-yl)-2-(4-methylpyrimidine-5-carbonyl)-1,2,3,4-tetrahydroisoquinolin-8-yl)pyrrolidine-1-carboxylic acid tert-butyl ester C(C)(C)(C)OC(=O)N1[C@@H](CCC1)C=1C=C(C=C2CCN(CC12)C(=O)C=1C(=NC=NC1)C)C=1C=C2C(=NC1)NC=C2C